CC=1C=CC=C2N(CCN(C12)C(=O)OCC1=CC=CC=C1)C1=CC2=C(N=C(N=C2)S(=O)(=O)C)N(C1=O)C1=CC=C(C=C1)OC1COC1 benzyl 8-methyl-4-[2-methylsulfonyl-8-[4-(oxetan-3-yloxy) phenyl]-7-oxo-pyrido[2,3-d]pyrimidin-6-yl]-2,3-dihydroquinoxaline-1-carboxylate